C(C)OC(C=1C(C(=O)OCC)=CC=CC1)=O Di-ethyl-phthalate